5-(2-(3,4-difluoro-5-(pyrrolidin-1-yl)phenyl)cyclopropyl)-2,2'-bipyrimidine FC=1C=C(C=C(C1F)N1CCCC1)C1C(C1)C=1C=NC(=NC1)C1=NC=CC=N1